O=C(C(=O)O)CCC 2-OXOPENTANOIC ACID